(S)-6-(benzo[d]thiazol-2-yl)-7-fluoro-2-(4-((6-oxo-5-(trifluoromethyl)-1,6-dihydropyridazin-4-yl)amino)pentyl)isoquinolin-1(2H)-one S1C(=NC2=C1C=CC=C2)C=2C=C1C=CN(C(C1=CC2F)=O)CCC[C@H](C)NC=2C=NNC(C2C(F)(F)F)=O